C=C(C(=O)[O-])CSCCCCCCCCCCCC methylene-3-(dodecylthio)propionate